C(=O)C=1C=CC(=C2C=CC=NC12)N1C[C@@H](O[C@@H](C1)C)C(=O)OC methyl (2R,6R)-4-(8-formyl-5-quinolyl)-6-methyl-morpholine-2-carboxylate